2-(3-Piperidinyl)-1-ethanol N1CC(CCC1)CCO